C(#N)C1=C2C=NN(C2=CC=C1NC([C@@H]1N(C[C@@H](C1)F)C(=O)OCC1C2=CC=CC=C2C=2C=CC=CC12)=O)C(=O)OC(C)(C)C tert-Butyl 4-cyano-5-({(4R)-1-[(9H-fluoren-9-ylmethoxy)carbonyl]-4-fluoro-D-prolyl}amino)-1H-indazole-1-carboxylate